Diethyl(4-(6-(1'-cyclopropyl-[1,4'-bipiperidin]-4-yl)-1,4-dimethyl-1H-benzo[d]imidazol-2-yl)phenyl)phosphonat C(C)OP(OCC)(=O)C1=CC=C(C=C1)C1=NC2=C(N1C)C=C(C=C2C)C2CCN(CC2)C2CCN(CC2)C2CC2